2,4-dimethyl-1,3-diisocyanatobenzene CC1=C(C=CC(=C1N=C=O)C)N=C=O